C1(CC1)C=1N(N=C2C(=CC(=CC12)C1=NC(=NC=C1F)NC1=NC=C(C=C1)CN1CCN(CC1)CC)F)C 4-(3-cyclopropyl-7-fluoro-2-methyl-2H-indazol-5-yl)-N-(5-((4-ethylpiperazin-1-yl)methyl)pyridin-2-yl)-5-fluoropyrimidin-2-amine